tert-butyl 2-(2-(2-isopropylphenyl)-4-((1-methyl-1H-pyrazol-4-yl) methyl) piperazin-1-yl)-7-azaspiro[3.5]nonane-7-carboxylate C(C)(C)C1=C(C=CC=C1)C1N(CCN(C1)CC=1C=NN(C1)C)C1CC2(C1)CCN(CC2)C(=O)OC(C)(C)C